sulfo-sodium S(=O)(=O)(O)[Na]